5-((6-(2-chloro-4-fluorophenyl)-5-(ethoxycarbonyl)-2-(thiazol-2-yl)-1,4-dihydropyrimidin-4-yl)methyl)-5-azaspiro[2.4]heptane-6-carboxylic acid ClC1=C(C=CC(=C1)F)C1=C(C(N=C(N1)C=1SC=CN1)CN1CC2(CC2)CC1C(=O)O)C(=O)OCC